N-(4-Chlorophenyl)-2-(pyrrolidin-3-yl)acetamide trifluoroacetic acid salt FC(C(=O)O)(F)F.ClC1=CC=C(C=C1)NC(CC1CNCC1)=O